(2S,5S,8R,9S,10S,13S,14S)-2-azido-10,13-dimethylhexadecahydro-17H-cyclopenta[a]phenanthren-17-one N(=[N+]=[N-])[C@@H]1C[C@@]2([C@H]3CC[C@@]4(C(CC[C@H]4[C@@H]3CC[C@H]2CC1)=O)C)C